C(C)(C)(C)OC(=O)N(C=1C=2N(N=C(C1)SC1CN(CCC1)C(=O)OC(C)(C)C)C(=CN2)C(C)C)CC2=C(C=C(C=C2)F)C(F)(F)F tert-butyl 3-((8-((tert-butoxycarbonyl)(4-fluoro-2-(trifluoromethyl)benzyl)amino)-3-isopropylimidazo[1,2-b]pyridazin-6-yl)thio)piperidine-1-carboxylate